Cl.Cl.ClC=1C(=NC2=CC=C(C=C2C1)C1=NOC(=N1)CN)N1CCNCC1 [3-(3-chloro-2-piperazin-1-yl-6-quinolinyl)-1,2,4-oxadiazol-5-yl]methylamine dihydrochloride